4-tert-butyl-2-ethyl-6-cresol C(C)(C)(C)C=1C=C(C(=C(C1)C)O)CC